C(C)(C)(C)OOC(C#COOC(C)(C)C)CCC di(t-butylperoxy)-hexyne